F[P-](F)(F)(F)(F)F.C(CCCCCCC)OC1=CC=C(C=C1)[I+]C1=CC=CC=C1 [4-(octyloxy)phenyl]phenyliodonium hexafluorophosphate